4-octadecene-1-ol C(CCC=CCCCCCCCCCCCCC)O